FC1=C(C=C(C=C1C(F)(F)F)C1=C(C=C(C=C1OCCCC=C)F)C)[C@H](CC(=O)OCC)NC([C@@H](CC=C)OS(=O)(=O)C)=O Ethyl (S)-3-(4,4'-difluoro-2'-methyl-6'-(pent-4-en-1-yloxy)-5-(trifluoromethyl)-[1,1'-biphenyl]-3-yl)-3-((R)-2-((methylsulfonyl)oxy)pent-4-enamido)propanoate